(1-propenoyl-1,2,3,6-tetrahydropyridin-4-yl)-N-((4,6-dimethyl-2-oxo-1,2-dihydropyridin-3-yl)methyl)-3-(ethyl-(tetrahydro-2H-pyran-4-yl)amino)-2-methylbenzamide C(C=C)(=O)N1CCC(=CC1)C1=C(C(=C(C(=O)NCC=2C(NC(=CC2C)C)=O)C=C1)C)N(C1CCOCC1)CC